C1=CC=CN=C2C1=C1C=C3C=CC=CC3=C1C=C2 Fluorenoazepine